OCC1=C(C=CC(=C1)OC)B(O)O 2-HYDROXYMETHYL-4-METHOXYPHENYLBORONIC ACID